(R)-N-(2-(4,4-difluorocyclohexyl)-4-(2,5-difluorophenyl)pyridin-3-yl)-2-((1-methoxypropan-2-yl)oxy)pyrimidine-5-carboxamide FC1(CCC(CC1)C1=NC=CC(=C1NC(=O)C=1C=NC(=NC1)O[C@@H](COC)C)C1=C(C=CC(=C1)F)F)F